ClC1=CC=C(OC2=CC(=C(C=C2)[C@@](CN2N=CN=C2)(C)O)C(F)(F)F)C=C1 (2R)-2-[4-(4-chlorophenoxy)-2-(trifluoro-methyl)phenyl]-1-(1H-1,2,4-triazol-1-yl)propan-2-ol